(R)-2-(4-(4-fluoropyrazolo[1,5-a]pyridin-2-yl)-1,4,6,7-tetrahydro-5H-imidazo[4,5-c]pyridin-5-yl)-5-(2-methylpyridin-3-yl)-1,3,4-oxadiazole FC=1C=2N(C=CC1)N=C(C2)[C@@H]2N(CCC1=C2N=CN1)C=1OC(=NN1)C=1C(=NC=CC1)C